Cl.OCC[NH+](C)C 2-hydroxyethyl-dimethyl-ammonium hydrochloride